octyl-(5-(thiophen-2-yl)pentyl)silane C(CCCCCCC)[SiH2]CCCCCC=1SC=CC1